FC(C1(CC1)C1=NN=C(O1)C1CN(C1)C(=O)OCCCC)(F)F butyl 3-[5-[1-(trifluoromethyl)cyclopropyl]-1,3,4-oxadiazol-2-yl]azetidine-1-carboxylate